C(CCCCCCCCC(CC(CCCCCCCCCCC)=O)=O)(=O)OC[C@@H](OC(CCCCCCCCC(CC(CCCCCCCCCCC)=O)=O)=O)CO 1,2-bis(10,12-tricosanedionoyl)-SN-glycerol